pivalic acid 5-(((trifluoromethyl) sulfonyl) oxy)-7,8-dihydronaphthalen-2-yl ester FC(S(=O)(=O)OC=1C=2C=CC(=CC2CCC1)OC(C(C)(C)C)=O)(F)F